C(#N)C1=C(C=CC(=C1)F)SC=1C=2N(C=C(C1)C=1C=NN(C1C)C1CCN(CC1)C(C)C)N=CC2C#N 4-((2-cyano-4-fluorophenyl)thio)-6-(1-(1-isopropylpiperidin-4-yl)-5-methyl-1H-pyrazol-4-yl)pyrazolo[1,5-a]pyridine-3-carbonitrile